ClC1=NC=C2N=C(N(C2=N1)CC1=CC=C(C=C1)C=1N(C=C(N1)C(F)(F)F)C)N 2-chloro-9-[[4-[1-methyl-4-(trifluoromethyl)imidazol-2-yl]phenyl]methyl]purin-8-amine